The molecule is a member of the class of pyranoindolizinoquinolines that is the carbamate ester obtained by formal condensation of the carboxy group of [1,4'-bipiperidine]-1'-carboxylic acid with the phenolic hydroxy group of (4S)-4,11-diethyl-4,9-dihydroxy-1H-pyrano[3',4':6,7]indolizino[1,2- hydrochloride]quinoline-3,14-dione. Used (in the form of its hydrochloride salt trihydrate) in combination with fluorouracil and leucovorin, for the treatment of patients with metastatic adenocarcinoma of the pancreas after disease progression following gemcitabine-based therapy. It is converted via hydrolysis of the carbamate linkage to its active metabolite, SN-38, which is ~1000 times more active. It has a role as an apoptosis inducer, an EC 5.99.1.2 (DNA topoisomerase) inhibitor, an antineoplastic agent and a prodrug. It is a pyranoindolizinoquinoline, a N-acylpiperidine, a carbamate ester, a tertiary alcohol, a tertiary amino compound, a delta-lactone and a ring assembly. It derives from a SN-38. It is a conjugate base of an irinotecan(1+). CCC1=C2CN3C(=CC4=C(C3=O)COC(=O)[C@@]4(CC)O)C2=NC5=C1C=C(C=C5)OC(=O)N6CCC(CC6)N7CCCCC7